ClC1=C(C=CC=C1)C1(CCCC2=C1N=C(S2)N)N 4-(2-chlorophenyl)-4,5,6,7-tetrahydrobenzothiazole-2,4-diamine